(R)-4-(3-(1-acryloylpyrrolidin-3-yl)-5-ethoxyimidazo[1,5-a]pyrazin-1-yl)-3-fluoro-N-(4-(trifluoromethyl)pyridin-2-yl)benzamide C(C=C)(=O)N1C[C@@H](CC1)C1=NC(=C2N1C(=CN=C2)OCC)C2=C(C=C(C(=O)NC1=NC=CC(=C1)C(F)(F)F)C=C2)F